N-(2-(4-(2-(((2-chloro-[1,1'-biphenyl]-4-yl)methyl)amino)ethyl)-1H-1,2,3-triazol-1-yl)ethyl)-8-(2H-tetrazol-5-yl)benzo[c][2,6]naphthyridin-5-amine ClC1=C(C=CC(=C1)CNCCC=1N=NN(C1)CCNC1=NC2=C(C3=CN=CC=C13)C=CC(=C2)C=2N=NNN2)C2=CC=CC=C2